methyl 4-(2-chloro-3-fluorophenyl)-6-(bromomethyl)-2-(thiazol-2-yl)-1,4-dihydropyrimidine-5-carboxylate ClC1=C(C=CC=C1F)C1N=C(NC(=C1C(=O)OC)CBr)C=1SC=CN1